4-(5,6-Dihydropyrrolo[3,4-c]pyrazol-2(4H)-yl)benzoic acid ethyl ester C(C)OC(C1=CC=C(C=C1)N1N=C2C(=C1)CNC2)=O